3-[(3R)-4,4-difluorotetrahydrofuran-3-yl]-1-[(1R)-1-(3-ethyl-4-pyridyl)ethyl]-1-methyl-urea FC1([C@@H](COC1)NC(N(C)[C@H](C)C1=C(C=NC=C1)CC)=O)F